Adenosine 5'-mono-phosphate P(=O)(O)(O)OC[C@@H]1[C@H]([C@H]([C@@H](O1)N1C=NC=2C(N)=NC=NC12)O)O